C(C)C(C(=O)O)(C1=CC=CC=C1)C1C2=CC=CC=C2OC=2C=CC=CC12 α-ethyl-xanthylphenylacetic acid